(S)-1'-(6-amino-5-((2-amino-3-chloropyridin-4-yl)thio)pyrazin-2-yl)-3-chloro-5,7-dihydro-spiro[cyclopenta[b]pyridine-6,4'-piperidin]-5-amine NC1=C(N=CC(=N1)N1CCC2(CC1)[C@@H](C=1C(=NC=C(C1)Cl)C2)N)SC2=C(C(=NC=C2)N)Cl